FC(S(=O)(=O)N1C[C@]2(C[C@H]2C1)NC(CC1=NC=C2C=CC(=NC2=C1)C1=NC(=CC=C1)N1C[C@@H](O[C@@H](C1)C)C)=O)F N-((1R,5S)-3-((difluoromethyl)sulfonyl)-3-azabicyclo[3.1.0]hexan-1-yl)-2-(2-(6-((cis)-2,6-dimethylmorpholino)pyridin-2-yl)-1,6-naphthyridin-7-yl)acetamide